CC=1N=C(SC1)[C@@H](C)OC=1C(=NC=C(C1)B1OC(C(O1)(C)C)(C)C)N |r| (rac)-3-[1-(4-methyl-1,3-thiazol-2-yl)ethoxy]-5-(4,4,5,5-tetramethyl-1,3,2-dioxaborolan-2-yl)pyridin-2-amine